ClC=1C=C(C=CC1O)C=CC(=O)C1=CC=C(C=C1)OC(C)C 3-(3-Chloro-4-hydroxyphenyl)-1-(4-propan-2-yloxyphenyl)prop-2-en-1-one